2-(diphenylphosphono)-5-phenylpyridine C1(=CC=CC=C1)OP(=O)(OC1=CC=CC=C1)C1=NC=C(C=C1)C1=CC=CC=C1